2-((6-amino-5-(2-methoxyphenoxy)-2-(3-methoxyphenyl)pyrimidin-4-yl)oxy)ethan-1-ol NC1=C(C(=NC(=N1)C1=CC(=CC=C1)OC)OCCO)OC1=C(C=CC=C1)OC